difluoro(6-fluoropyridin-2-yl)acetic acid FC(C(=O)O)(C1=NC(=CC=C1)F)F